ClC1=C(C=O)C=C(C=N1)F chloro-5-fluoro-nicotinaldehyde